6-chloro-7-nitro-3-(trinitromethyl)-[1,2,4]triazolo[4,3-b]pyridazine-8-amine ClC=1C(=C(C=2N(N1)C(=NN2)C([N+](=O)[O-])([N+](=O)[O-])[N+](=O)[O-])N)[N+](=O)[O-]